di-tert-butyl 2,2'-((3-cyano-5-iodobenzyl)azanediyl)diacetate C(#N)C=1C=C(CN(CC(=O)OC(C)(C)C)CC(=O)OC(C)(C)C)C=C(C1)I